C(C)(=O)OC1=CC=CC(=C1)C1CC1 5-cyclopropylphenyl acetate